ClC1=NC=CC(=C1)C(COC)=O 1-(2-chloropyridin-4-yl)-2-methoxyethan-1-one